FC=1C=C(C=C2NC(C=3N(C12)N=CC3)=O)CN3C[C@H]1N(C2=C(OC1)N=C(C=C2)C(=O)NC)CC3 (R)-3-((9-fluoro-4-oxo-4,5-dihydropyrazolo[1,5-a]quinoxalin-7-yl)methyl)-N-methyl-1,2,3,4,4a,5-hexahydropyrazino[1,2-d]pyrido[2,3-b][1,4]oxazine-8-carboxamide